(S)-N-(1-(6-(2-chloro-5-fluoropyrimidin-4-yl)-8-fluoroquinolin-4-yl)ethyl)-2-methylpropan-2-sulfinamide ClC1=NC=C(C(=N1)C=1C=C2C(=CC=NC2=C(C1)F)C(C)N[S@@](=O)C(C)(C)C)F